Mercury silver oxide [O-2].[Ag+].[Hg+]